1-(4-Ethylphenyl)-3-(1H-indol-3-yl-4-d)urea C(C)C1=CC=C(C=C1)NC(=O)NC1=CNC=2C=CC=C(C12)[2H]